(1R,5S,6s)-3-ethyl-3-azabicyclo[3.1.0]Hexane-6-amine C(C)N1C[C@@H]2C([C@@H]2C1)N